C(C)(C)(C)OC(=O)N1C(CC(CC1)(CN1C=NC(=CC1=O)C1=CC=CC=C1)O)(C)C 4-hydroxy-2,2-dimethyl-4-((6-oxo-4-phenylpyrimidin-1(6H)-yl)methyl)piperidine-1-carboxylic acid tert-butyl ester